C(C)(=O)OCCS(NC1=CC(=C(C=C1)C(NC=1C(N(C=CC1)N1CCC(CC1)(F)F)=O)=O)N1CCC2(CC2)CC1)(=O)=O 2-(N-(4-((1-(4,4-difluoropiperidin-1-yl)-2-oxo-1,2-dihydropyridin-3-yl)carbamoyl)-3-(6-azaspiro[2.5]octan-6-yl)phenyl)sulfamoyl)ethyl acetate